tert-butyl 6-chloro-1-(3-hydroxy-2-(hydroxymethyl)propyl)-1,3,4,9-tetrahydro-2H-pyrido[3,4-b]indole-2-carboxylate ClC=1C=C2C3=C(NC2=CC1)C(N(CC3)C(=O)OC(C)(C)C)CC(CO)CO